2-(5-(difluoromethyl)-4-(triisopropylsilyl)-1H-1,2,3-triazol-1-yl)acetate FC(C1=C(N=NN1CC(=O)[O-])[Si](C(C)C)(C(C)C)C(C)C)F